butane bisbromide [Br-].[Br-].CCCC